1-(5-Chloropyridin-2-yl)ethanon ClC=1C=CC(=NC1)C(C)=O